5-amino-4-bromo-3-methyl-[2,2'-bipyridine]-6-carboxamide NC=1C(=C(C(=NC1C(=O)N)C1=NC=CC=C1)C)Br